C(C)(SC=1C(=NC(=NC1)Cl)OC)=O S-(2-chloro-4-methoxy-pyrimidin-5-yl) ethanethioate